CN1C(=CC2=C1C(N(C=C2)C)=O)C(=O)OC methyl 1,6-dimethyl-7-oxo-6,7-dihydro-1H-pyrrolo[2,3-c]pyridine-2-carboxylate